C=1(C(=CC(=CC1[2H])N1C2=C(C=C(C(=C2C=2C1=C(C(=C1NC3=C(C=C(C=C3C21)[2H])[2H])[2H])[2H])[2H])[2H])[2H])[2H])C2=CC(=CC=C2)[2H] 5-([1,1'-biphenyl]-4-yl-2,3',6-d3)-5,8-dihydroindolo[2,3-c]carbazole-1,2,4,6,7,9,11-d7